CNNCCNNC N,N'-dimethylaminoethylenediamine